NC1C2N(CC1CC2)C(=O)C2=CC1=C(N(C(=N1)C=1N(C3=C(C=CC=C3C1)NCC1CNC1)CC1CC1)C)C(=C2)OC (7-amino-2-azabicyclo[2.2.1]heptan-2-yl)(2-(7-((azetidin-3-ylmethyl)amino)-1-(cyclopropylmethyl)-1H-indol-2-yl)-7-methoxy-1-methyl-1H-benzo[d]imidazol-5-yl)methanone